C1(=CC=CC=C1)S(=O)(=O)/C=C/C(=O)C1=C(C=CC=C1)[N+](=O)[O-] (E)-3-(benzenesulfonyl)-1-(2-nitrophenyl)-2-propen-1-one